C(C)OC(=O)C=1N=NN(C1)C=1N=C(C2=C(N1)C=NN2C(C)CC)N[C@@H](C=2C=NC1=CC=CC=C1C2)C2CC2 1-{1-sec-butyl-7-[((R)-cyclopropyl-quinolin-3-yl-methyl)-amino]-1H-pyrazolo[4,3-d]pyrimidin-5-yl}-1H-[1,2,3]triazole-4-carboxylic acid ethyl ester